NCCN1CCN(CC1)C(=O)C1=CC=CC=C1 (4-(2-Aminoethyl)piperazin-1-yl)(phenyl)methanone